CC(C(=O)C1=CC=CC=C1)CC1OC(OCC1)CCC1=CC=CC=C1 2-methyl-3-(2-phenethyl-1,3-dioxan-4-yl)-1-phenylpropan-1-one